5,7-dihydroxyl-2-(4-hydroxyphenyl)benzopyran OC1=CC(=CC2=C1C=CC(O2)C2=CC=C(C=C2)O)O